NC=1C(=NC=C(C1)C1CC1)N1CCC(CC1)(O)C (3-amino-5-cyclopropylpyridin-2-yl)-4-methylpiperidin-4-ol